ClC1=C(OC2=C1C=C(C=C2C(=O)OCC(F)(F)F)Cl)[C@H](C)NC(=O)C=2C=NN1C2N=CC=C1 2,2,2-Trifluoroethyl (S)-3,5-dichloro-2-(1-(pyrazolo[1,5-a]pyrimidine-3-carboxamido)ethyl)benzofuran-7-carboxylate